2-(2-((5-(1-aminoisoquinolin-5-yl)-1-(tetrahydro-2H-pyran-2-yl)-1H-indazol-3-yl)methoxy)phenyl)acetic acid NC1=NC=CC2=C(C=CC=C12)C=1C=C2C(=NN(C2=CC1)C1OCCCC1)COC1=C(C=CC=C1)CC(=O)O